O1CCC(CC1)CN1CCNCC1 (tetrahydro-2H-pyran-4-ylmethyl)piperazin